CS(=O)(=O)O[C@@H](CC1=CC2=C(OCO2)C=C1)C (R)-1-(benzo[d][1,3]dioxol-5-yl)propan-2-yl methanesulfonate